3-(1-oxo-5-(1-((1,2,3,4-tetrahydronaphthalen-1-yl)methyl)piperidin-4-yl)isoindolin-2-yl)piperidine-2,6-dione O=C1N(CC2=CC(=CC=C12)C1CCN(CC1)CC1CCCC2=CC=CC=C12)C1C(NC(CC1)=O)=O